Cl.C1(CC1)C[NH-] Cyclopropylmethylamide hydrochloride